3-[[4-[(2R)-2-amino-4,4-dimethyl-pentoxy]-6-(2-isopentyl-6-methyl-phenyl)-5-methyl-pyrimidin-2-yl]sulfamoyl]benzoic acid N[C@@H](COC1=NC(=NC(=C1C)C1=C(C=CC=C1C)CCC(C)C)NS(=O)(=O)C=1C=C(C(=O)O)C=CC1)CC(C)(C)C